O(C1=CC=CC=C1)CC(=O)O 2-phenoxyacetic acid